COC(=O)C=1C(N(C2=CC(=CC=C2C1N)C(F)(F)F)C1=CC(=CC=C1)C(C)=O)=O 4-amino-1-(3-acetylphenyl)-2-oxo-7-(trifluoromethyl)-1,2-dihydroquinoline-3-carboxylic acid methyl ester